2-(2,6-dioxopiperidin-3-yl)-6,7,8,9-tetrahydro-1H-pyrrolo[3,4-H]isoquinoline-1,3(2H)-dione O=C1NC(CCC1N1C(C=2C=CC=3CCNCC3C2C1=O)=O)=O